tert-butyl (4-(4-(((3R,4R)-1-(2-cyanoacetyl)-4-methylpiperidin-3-yl)(methyl)amino)-7H-pyrrolo[2,3-d]pyrimidine-7-carbothioamido)phenethyl)carbamate C(#N)CC(=O)N1C[C@@H]([C@@H](CC1)C)N(C=1C2=C(N=CN1)N(C=C2)C(NC2=CC=C(CCNC(OC(C)(C)C)=O)C=C2)=S)C